2-(3-methoxy-4-phenoxyphenyl)-7-(piperidin-4-yl)-6,7-dihydro-5H-pyrrolo[1,2-a]imidazole-3-carboxamide COC=1C=C(C=CC1OC1=CC=CC=C1)C=1N=C2N(C1C(=O)N)CCC2C2CCNCC2